C(C)OC(C1=CC(=NC=C1)CCC1=CC(=C(C=C1)OC(F)F)OCC1CC1)=O (E)-2-(3-(cyclopropylmethoxy)-4-(difluoromethoxy)phenethyl)isonicotinic acid ethyl ester